5-(tert-butyl)-N-(3-(2-((1-methyl-1H-pyrazol-4-yl)amino)pyrimidin-4-yl)-6,7,8,9-tetrahydro-5H-cyclohepta[c]pyridin-9-yl)-1,3,4-oxadiazole-2-carboxamide C(C)(C)(C)C1=NN=C(O1)C(=O)NC1CCCCC2=C1C=NC(=C2)C2=NC(=NC=C2)NC=2C=NN(C2)C